2-(4-bromothiophen-3-yl)propan-2-ol BrC=1C(=CSC1)C(C)(C)O